4-(4-cyclopropyl-2-(2,4-difluorophenoxy)-5-(ethylsulfonylamino)phenyl)-2,6-dimethylpyridine 1-oxide C1(CC1)C1=CC(=C(C=C1NS(=O)(=O)CC)C1=CC(=[N+](C(=C1)C)[O-])C)OC1=C(C=C(C=C1)F)F